3-[4-[4-[1-[[2-chloro-6-methoxy-4-(1,4,5-trimethyl-6-oxo-3-pyridinyl)phenyl]methyl]-3,3-difluoro-4-piperidinyl]-1-piperidinyl]-3-fluoro-anilino]piperidine-2,6-dione TFA salt OC(=O)C(F)(F)F.ClC1=C(C(=CC(=C1)C1=CN(C(C(=C1C)C)=O)C)OC)CN1CC(C(CC1)C1CCN(CC1)C1=C(C=C(NC2C(NC(CC2)=O)=O)C=C1)F)(F)F